3-[3-methyl-2-oxo-4-(4-piperidyl)benzimidazol-1-yl]piperidine CN1C(N(C2=C1C(=CC=C2)C2CCNCC2)C2CNCCC2)=O